N(=[N+]=[N-])[C@@H]1[C@H]([C@H]([C@H]([C@@H](C1)N=[N+]=[N-])CC(=O)[O-])O)O[C@H]1O[C@@H]([C@H]([C@@H]([C@H]1OCC1=CC=CC=C1)F)OCC1=CC=CC=C1)CN=[N+]=[N-] [(1S,2S,3R,4S,6R)-4,6-diazido-3-[(2R,3S,4S,5R,6R)-6-(azidomethyl)-3,5-dibenzyloxy-4-fluoro-tetrahydropyran-2-yl]oxy-2-hydroxy-cyclohexyl]acetate